ClC=1C=C(C=CC1OC)C1=CN=C(O1)CSC1=NC(=CC(=N1)N)C 2-({[5-(3-Chloro-4-methoxyphenyl)-1,3-oxazol-2-yl]methyl}sulfanyl)-6-methylpyrimidin-4-amin